3,4-dimethylbenzyl bromide CC=1C=C(CBr)C=CC1C